BrC1=NN2C(NC(C=C2N2C[C@H](N(C[C@@H]2C)C(=O)OC(C)(C)C)CC)=O)=C1 tert-butyl (2R,5S)-4-(2-bromo-5-oxo-4,5-dihydropyrazolo[1,5-a]pyrimidin-7-yl)-2-ethyl-5-methylpiperazine-1-carboxylate